N-(4-(2-(diethylamino)ethoxy)-3,5-dimethylphenyl)-4-(5-phenyl-4,5-dihydro-1H-pyrazol-1-yl)thieno[3,2-d]pyrimidin-2-amine C(C)N(CCOC1=C(C=C(C=C1C)NC=1N=C(C2=C(N1)C=CS2)N2N=CCC2C2=CC=CC=C2)C)CC